pentafluorophenyl 3-(2,4-dioxotetrahydropyrimidin-1(2H)-yl)-4-(trifluoromethoxy)benzoate O=C1N(CCC(N1)=O)C=1C=C(C(=O)OC2=C(C(=C(C(=C2F)F)F)F)F)C=CC1OC(F)(F)F